NC=1C=C(C=CC1)B(O)O 3-Aminobenzeneboronic Acid